1,1-Bis-(4-hydroxyphenyl)-1-phenyl-ethan OC1=CC=C(C=C1)C(C)(C1=CC=CC=C1)C1=CC=C(C=C1)O